FC(C1COCC(O1)COC1=CC=C(C=C1)C=1C=C(C(NC1C(F)(F)F)=O)C(=O)N)F 5-(4-((6-(difluoromethyl)-1,4-dioxan-2-yl)methoxy)phenyl)-2-oxo-6-(trifluoromethyl)-1,2-dihydropyridine-3-carboxamide